FC=1C=C(COC=2C=C3N(C(N2)=O)C[C@H]2N3CCC2)C=C(C1OC1CN(C1)CCC(F)(F)F)F (S)-3-((3,5-difluoro-4-((1-(3,3,3-trifluoropropyl)azetidin-3-yl)oxy)benzyl)oxy)-7,8,8a,9-tetrahydropyrrolo[1',2':3,4]imidazo[1,2-c]pyrimidin-1(6H)-one